2,6-difluoropyridine-3-boronic acid pinacol ester FC1=NC(=CC=C1B1OC(C)(C)C(C)(C)O1)F